N-[1-[(4-methylsulfanylphenyl)methyl]piperidin-3-yl]-1H-indazol-5-amine CSC1=CC=C(C=C1)CN1CC(CCC1)NC=1C=C2C=NNC2=CC1